FC(C(=O)O)(F)F.N=1C=NN2C=NC(=CC21)OC2=C(C=C(C=C2)NC2=NC=NC1=CC(=CC=C21)OC)C N-(4-([1,2,4]triazolo[1,5-c]pyrimidin-7-yl-oxy)-3-methylphenyl)-7-meth-oxyquinazolin-4-amine 2,2,2-trifluoroacetate